C(C)C=1C(NC2=CC(=CN=C2C1)CN1CCN(CC1)C=1C=C2C(=NC1)NC(C2)=C=O)=O 3-ethyl-7-((4-(2-carbonyl-2,3-dihydro-1H-pyrrolo[2,3-b]pyridin-5-yl)piperazin-1-yl)methyl)-1,5-Naphthyridine-2(1H)-one